N-(6-(1-cyanospiro[2.2]pentan-1-yl)isoquinolin-3-yl)-2-(4-methylmorpholin-2-yl)acetamide C(#N)C1(CC12CC2)C=2C=C1C=C(N=CC1=CC2)NC(CC2CN(CCO2)C)=O